tert-butyl (2R,3S,4S)-4-((tert-butoxycarbonyl)oxy)-2-(4-(difluoromethyl)benzyl)-3-hydroxypyrrolidine-1-carboxylate C(C)(C)(C)OC(=O)O[C@@H]1[C@H]([C@H](N(C1)C(=O)OC(C)(C)C)CC1=CC=C(C=C1)C(F)F)O